BrC1=C2C=CN(C2=CC(=C1)C(=O)OC)COCC[Si](C)(C)C methyl 4-bromo-1-((2-(trimethylsilyl)ethoxy)methyl)-1H-indole-6-carboxylate